C(C1=CC=CC=C1)C1=CC(=CC(=C1)C)CC1CCCCC1 1-Benzyl-3-(cyclohexylmethyl)-5-methylbenzol